(S)-N-(2,6-dioxopiperidin-3-yl)-6-fluoro-2H-spiro[benzofuran-3,4'-piperidine]-5-carboxamide O=C1NC(CC[C@@H]1NC(=O)C=1C(=CC2=C(C1)C1(CCNCC1)CO2)F)=O